CC(C)C1=C(C#N)C=CC=C1 2-(1-methylethyl)benzonitrile